3-chloro-2-(trifluoromethyl)isonicotinic acid ClC1=C(C(=O)O)C=CN=C1C(F)(F)F